CN1C(C(=C(C=C1)C1=NC=C(C=N1)C=1N(C(C2=CC(=CC(=C2C1)[C@@H](C)NC=1C(=NC(=CC1)C)C(F)(F)F)C)=O)C)C)=O (R)-3-(2-(1,3-dimethyl-2-oxo-1,2-dihydropyridin-4-yl)pyrimidin-5-yl)-2,7-dimethyl-5-(1-((6-methyl-2-(trifluoromethyl)pyridin-3-yl)amino)ethyl)isoquinolin-1(2H)-one